NC1=C2C(N(C(C2=CC(=C1)CC(C)C)=O)CC1=CC=C(C=C1)OC)C(C)C 4-amino-2-[(4-methoxyphenyl)methyl]-3-(isopropyl)-6-(2-methylpropyl)-2,3-dihydro-1H-isoindol-1-one